hydroxy (methyl)-1H-indole-1-carboxylate CC=1N(C2=CC=CC=C2C1)C(=O)OO